phenyl (ethyl salicylate) carbonate C(O)(O)=O.C(C)OC=1C(C(=O)OC2=CC=CC=C2)=CC=CC1